(3R,4S,5R,6R)-6-((3-((3R,5S)-adamantane-1-carboxamido)-4-hydroxy-8-methyl-2-oxo-2H-chromen-7-yl)oxy)-5-hydroxy-3-methoxy-2,2-dimethyltetrahydro-2H-pyran-4-yl carbamate C(N)(O[C@@H]1[C@H](C(O[C@H]([C@@H]1O)OC1=CC=C2C(=C(C(OC2=C1C)=O)NC(=O)C12CC3CC(CC(C1)C3)C2)O)(C)C)OC)=O